IC=1C=C(C=C(C1I)I)CO (3,4,5-triiodophenyl)methanol